[Na+].C(CCCCCCCCC)(=O)[O-] Decanoic acid, sodium salt